N(C1=CC=CC=C1)C1=CC=C(C2=CC=CC=C12)N1C(C=CC1=O)=O N-(4-anilino-1-naphthalenyl)maleimide